BrC1=C(C=C2CCN3C(C2=C1)=C(N=C3C(=O)O)C(C)(C)C)OC 9-bromo-1-(tert-butyl)-8-methoxy-5,6-dihydroimidazo[5,1-a]isoquinoline-3-carboxylic acid